2-(6-{5-chloro-2-[(oxan-4-yl)amino]pyrimidin-4-yl}-1-oxo-2,3-dihydro-1H-isoindol-2-yl)-N-(1-methylcyclopropyl)acetamide ClC=1C(=NC(=NC1)NC1CCOCC1)C1=CC=C2CN(C(C2=C1)=O)CC(=O)NC1(CC1)C